5-{6-[(3S,5S)-3,5-dimethylpiperazin-1-yl]-5-methyl-1,8-naphthyridin-2-yl}-2,7-dimethylindazol-6-ol C[C@H]1CN(C[C@@H](N1)C)C=1C(=C2C=CC(=NC2=NC1)C1=CC2=CN(N=C2C(=C1O)C)C)C